O[C@H](CO)C1CCN(CC1)S(=O)(=O)C=1C=CC(=C(C1)C1=NN2C(C(N1)=O)=C(N=C2CCC)C)OCC (S)-2-(5-((4-(1,2-dihydroxyethyl)piperidin-1-yl)sulfonyl)-2-ethoxyphenyl)-5-methyl-7-propylimidazo[5,1-f][1,2,4]triazin-4(3H)-one